C[C@]12OC[C@](CC1)(C2)C=2N=C1N(C=CN=C1)C2 2-((1S,4R)-1-methyl-2-oxabicyclo[2.2.1]Hept-4-yl)imidazo[1,2-a]Pyrazine